O1COC2=C1C=CC(=C2)[C@H]2N([C@@H](CC1=C2NC2=CC=CC=C12)C(=O)N1CCOCC1)C(C=C)=O 1-((1R,3S)-1-(benzo[d][1,3]dioxol-5-yl)-3-(morpholine-4-carbonyl)-1,3,4,9-tetrahydro-2H-pyrido[3,4-b]indol-2-yl)prop-2-en-1-one